(4-fluoro-3-(trifluoromethyl)phenyl)bicyclo[3.2.0]heptane-6-carboxamide FC1=C(C=C(C=C1)C12CCCC2C(C1)C(=O)N)C(F)(F)F